(S)-(2-cyclopropylidenetetrahydro-1H-pyrrolizin-7a(5H)-yl)methanol C1(CC1)=C1C[C@@]2(CCCN2C1)CO